(1-cyclohexylpyrazol-3-yl)methyl (4-nitrophenyl) carbonate C(OCC1=NN(C=C1)C1CCCCC1)(OC1=CC=C(C=C1)[N+](=O)[O-])=O